3-(6-(2-(((S)-1-(pyridin-4-yl)ethyl)amino)pyrimidin-4-yl)pyridin-2-yl)isoxazol-5-one N1=CC=C(C=C1)[C@H](C)NC1=NC=CC(=N1)C1=CC=CC(=N1)C=1NOC(C1)=O